COC=1C2=C(N=C(N1)NC1CCC3(CCO3)CC1)NC=C2C2=CC=1N(C=C2)N=CC1 4-methoxy-5-(pyrazolo[1,5-a]pyridin-5-yl)-N-((4s,7s)-1-oxaspiro[3.5]nonan-7-yl)-7H-pyrrolo[2,3-d]pyrimidin-2-amine